1-[(2-chloro-4-fluorophenyl)methyl]-3-[(cyclopentylamino)methyl]-1H-indole-2-carboxylic acid ClC1=C(C=CC(=C1)F)CN1C(=C(C2=CC=CC=C12)CNC1CCCC1)C(=O)O